(S)-2-(methylamino)-3-(pyridin-2-yl)propionic acid CN[C@H](C(=O)O)CC1=NC=CC=C1